FC=1C=C2C=NN(C2=CC1)C 5-fluoro-1-methyl-1H-indazol